CN(CCCCCN)C N,N-dimethyl-1,5-pentanediamine